FC1(C(CC1)OC(=O)N1C=NC=C1)F 2,2-difluorocyclobutyl-1H-imidazole-1-carboxylate